F[B-](F)(F)F.C1(CCCCC1)[PH+](C1=CC(=CC(=C1)OCC)OCC)C1CCCCC1 dicyclohexyl-(3,5-diethoxyphenyl)phosphonium tetrafluoroborate